ClC=1C=CC=C2C=CN=C(C12)N(C(C1=C(C=C(C=C1)C1=NC=CN=C1Cl)F)=O)[C@H]1CN(CCC1)C(=O)OC(C)(C)C tert-butyl (R)-3-(N-(8-chloroisoquinolin-1-yl)-4-(3-chloropyrazin-2-yl)-2-fluorobenzamido)piperidine-1-carboxylate